C(C1=CC=CC=C1)N(C(=O)COC(C)=O)CCO Acetic Acid [Benzyl-(2-hydroxyethyl)Carbamoyl]Methyl Ester